BrC=1N=C2N(C=CC=C2)C1I 2-bromo-3-iodoimidazo[1,2-a]pyridine